Bis-Sulfopropyldisulfid S(=O)(=O)(O)C(CCSSCCC(S(=O)(=O)O)S(=O)(=O)O)S(=O)(=O)O